CN1N=C2C(=CC(=CC2=C1)C1=CC2=C(N=C(S2)C=2CCNCC2)C=C1)C 6-(2,7-dimethyl-2H-indazol-5-yl)-2-(1,2,3,6-tetrahydropyridin-4-yl)-1,3-benzothiazol